N-[1-(1-isopropylazetidin-3-yl)ethyl]-5-[4-(trifluoromethyl)phenoxy]naphthalene-2-carboxamide C(C)(C)N1CC(C1)C(C)NC(=O)C1=CC2=CC=CC(=C2C=C1)OC1=CC=C(C=C1)C(F)(F)F